CC(C(=O)OCC1=CC=CC=C1)=C(C)C benzyl 2,3-dimethylcrotonate